4-nitrophenyl (1S,2S)-1,2-dimethylcyclopropane-1-carboxylate C[C@]1([C@H](C1)C)C(=O)OC1=CC=C(C=C1)[N+](=O)[O-]